IC=1C=CC=2N(C3=CC=C(C=C3C2C1)I)C(C(=O)O)(C)N1C(C2=CC=CC=C2C1=O)=O (3,6-diiodo-9H-carbazol-9-yl)-2-(1,3-dioxoisoindolin-2-yl)propionic acid